benzyl (R)-7-((2-((tert-butyldimethylsilyl)oxy) ethyl)sulfonyl)-2-(3-((S)-2,3-dihydroxypropyl)phenyl)-2,6,6-trimethylheptanoate [Si](C)(C)(C(C)(C)C)OCCS(=O)(=O)CC(CCC[C@](C(=O)OCC1=CC=CC=C1)(C)C1=CC(=CC=C1)C[C@@H](CO)O)(C)C